2-[(2,2-difluoro-ethyl)amino]-5-[5-(2-methyl-1H-1,3-benzodiazol-5-yl)-1,3,4-oxadiazol-2-yl]benzonitrile FC(CNC1=C(C#N)C=C(C=C1)C=1OC(=NN1)C1=CC2=C(NC(=N2)C)C=C1)F